2-amino-5-{2-[(1S)-1-cyclopropylethyl]-1-oxo-7-(trifluoromethyl)-2,3-dihydro-1H-isoindol-5-yl}-N-[(1S,3r)-3-hydroxycyclohexyl]pyrazolo[1,5-a]pyrimidine-3-carboxamide NC1=NN2C(N=C(C=C2)C=2C=C3CN(C(C3=C(C2)C(F)(F)F)=O)[C@@H](C)C2CC2)=C1C(=O)N[C@@H]1C[C@@H](CCC1)O